4-[[[6-(4-fluorophenyl)-8-methoxy-quinazolin-4-yl]amino]methyl]-N,N-dimethyl-benzenesulfonamide FC1=CC=C(C=C1)C=1C=C2C(=NC=NC2=C(C1)OC)NCC1=CC=C(C=C1)S(=O)(=O)N(C)C